ClN(S(=O)(=O)C1=CC(=CC=C1)S(=O)(=O)N(Cl)Cl)Cl N,N,N',N'-tetrachlorobenzene-1,3-disulfonamide